6-Chloro-1-methyl-1H-indole-2-carboxylic acid ethyl ester C(C)OC(=O)C=1N(C2=CC(=CC=C2C1)Cl)C